C(C)[NH+](CC)CC.C(C)[NH+](CC)CC.C(C)(=O)OC1COC(C(C1OC(C)=O)OC(C)=O)OP(=O)(O)O 6-(phosphonooxy)tetrahydro-2H-pyran-3,4,5-triyl triacetate ditriethylammonium salt